1-bromo-2,4-diethoxybenzene BrC1=C(C=C(C=C1)OCC)OCC